2-methoxyethyl 3-(((((1R,2S,5R)-2-carbamoyl-7-oxo-1,6-diazabicyclo[3.2.1]octan-6-yl)oxy)sulfonyl)oxy)-2,2-dimethylpropanoate C(N)(=O)[C@H]1N2C(N([C@H](CC1)C2)OS(=O)(=O)OCC(C(=O)OCCOC)(C)C)=O